Methyl ((4-fluoropiperidin-4-yl)methyl)carbamate FC1(CCNCC1)CNC(OC)=O